C1(CC1)N(C(=O)NC=1C=NC2=CC=CC=C2C1)CC1=NC=CC=C1 1-cyclopropyl-1-(pyridin-2-ylmethyl)-3-quinolin-3-ylurea